O=C1CCC2N1CCNC2C2=CC=C(C(=O)OC)C=C2 methyl 4-(6-oxooctahydropyrrolo[1,2-a]pyrazin-1-yl)benzoate